4-[5-[3-chloro-2-fluoro-5-(trifluoromethyl)phenyl]-5-(difluoromethyl)-4H-isoxazol-3-yl]-2-methyl-benzoic acid methyl ester COC(C1=C(C=C(C=C1)C1=NOC(C1)(C(F)F)C1=C(C(=CC(=C1)C(F)(F)F)Cl)F)C)=O